tert-Butyl ((2R,4S)-1-(3-(3,4-dihydro-1,5-naphthyridin-1(2H)-yl)-1H-pyrazolo[3,4-b]pyrazin-6-yl)-2-methylpiperidin-4-yl)carbamate N1(CCCC2=NC=CC=C12)C1=NNC2=NC(=CN=C21)N2[C@@H](C[C@H](CC2)NC(OC(C)(C)C)=O)C